CN1C(=NC2=C1C=CC(=C2)C#CC2=NN(C(=C2C(=O)N)NC)[C@@H]2CN(CC2)C(C=C)=O)C 3-[2-(1,2-dimethyl-1,3-benzodiazol-5-yl)ethynyl]-5-(methylamino)-1-[(3S)-1-(prop-2-enoyl)pyrrolidin-3-yl]pyrazole-4-carboxamide